1-((2R,5S)-4-(6-chloro-7-(1,6-dimethyl-1H-indazol-7-yl)-8-fluoro-2-(3-methoxyprop-1-ynyl)quinazolin-4-yl)-2,5-dimethylpiperazin-1-yl)prop-2-en-1-one ClC=1C=C2C(=NC(=NC2=C(C1C=1C(=CC=C2C=NN(C12)C)C)F)C#CCOC)N1C[C@H](N(C[C@@H]1C)C(C=C)=O)C